ClC=1C2=CN(N=C2C=CC1C1=CNC=2N=C(N(C(C21)=O)C)N2[C@@H]1CC[C@H](C2)[C@H]1NC(OC(C)(C)C)=O)C |o1:22,25,27| rel-tert-butyl ((1R,4R,7R)-2-(5-(4-chloro-2-methyl-2H-indazol-5-yl)-3-methyl-4-oxo-4,7-dihydro-3H-pyrrolo[2,3-d]pyrimidin-2-yl)-2-azabicyclo[2.2.1]heptan-7-yl)carbamate